N-(2-aminoethyl)-5-((3-(4-(2-(4-methoxyphenyl)propan-2-yl)thiazol-2-yl)ureido)methyl)picolinamide NCCNC(C1=NC=C(C=C1)CNC(=O)NC=1SC=C(N1)C(C)(C)C1=CC=C(C=C1)OC)=O